Bis(2-oxocyclohexyl)methylsulfonium O=C1C(CCCC1)C(C1C(CCCC1)=O)[SH2+]